methyl 2-(2-chloro-4-((2-chloro-5,5-dioxo-7,8-dihydro-6H-thiopyrano[3,2-d]pyrimidin-4-yl)amino)phenyl)acetate ClC1=C(C=CC(=C1)NC=1C2=C(N=C(N1)Cl)CCCS2(=O)=O)CC(=O)OC